C1(CC1)C([C@@H](C(NC1=NC(=C(C=C1)C=1C(=[N+](C=C(C1)C1CC1)[O-])C)F)=O)NC(=O)C=1N(N=CC1)C(C)C)C1CC1 N-[(1S)-2,2-dicyclopropyl-1-[[5-(5-cyclopropyl-2-methyl-1-oxido-pyridin-1-ium-3-yl)-6-fluoro-2-pyridyl]carbamoyl]ethyl]-2-isopropyl-pyrazole-3-carboxamide